NC1=NC2=C(N1C)C=CC(=C2)C(C(=O)OCC)(C(F)(F)F)O ethyl 2-(2-amino-1-methyl-benzimidazol-5-yl)-3,3,3-trifluoro-2-hydroxy-propanoate